ClC1=CC=C(C=C1)C=1C=C(C(N(N1)C1=CC(=CC=C1)F)=O)C(=O)N[C@@H]1[C@H](CC1)O 6-(4-chlorophenyl)-2-(3-fluorophenyl)-N-[(1S,2S)-2-hydroxycyclobutyl]-3-oxo-2,3-dihydropyridazine-4-carboxamide